NC=1C2=C(N=CN1)N(C(=C2C2=CC=C(C=C2)OC2=NC(=CC=C2)C)C=2CCN(CC2)C(C=C)=O)C 1-(4-(4-amino-7-methyl-5-(4-((6-methylpyridin-2-yl)oxy)phenyl)-7H-pyrrolo[2,3-d]pyrimidin-6-yl)-3,6-dihydropyridin-1(2H)-yl)prop-2-en-1-one